N1(CCOCC1)C1=C(C#N)C=C(C=C1)C1=NNC(OC1)=O 2-(morpholin-4-yl)-5-(2-oxo-3,6-dihydro-2H-1,3,4-oxadiazin-5-yl)benzonitrile